5-nitro-4-((oxetan-2-ylmethyl)amino)thiophene-2-carboxylic acid methyl ester COC(=O)C=1SC(=C(C1)NCC1OCC1)[N+](=O)[O-]